C(C)OC(=O)C1(CC(C1)O)N (1S,3S)-1-amino-3-hydroxycyclobutane-1-carboxylic acid ethyl ester